N[C@@H](C(=O)O)CC |r| D,L-alpha-Amino-N-Butyric Acid